C1(N=CN=C2C3=NC=NC=C3C=C12)=O 2,4,5,7-tetraazafluorenone